7-(2-((2-chloro-5-(piperazin-1-yl)phenyl)amino)-5-(trifluoromethyl)pyrimidin-4-yl)-4-methyl-3,4-dihydrothieno[2,3-f][1,4]thiazepin-5(2H)-one 1,1-dioxide ClC1=C(C=C(C=C1)N1CCNCC1)NC1=NC=C(C(=N1)C1=CC2=C(C(N(CCS2(=O)=O)C)=O)S1)C(F)(F)F